BrC(=C[C@H]1[C@@H](C1)C1=C(C(=O)OC)C=CC=C1)Br Methyl ((1R,2R)-2-(2,2-dibromovinyl)cyclopropyl)benzoate